ClC1=CC=2N=C(N=C(C2C(O1)=O)N1C[C@H]2CC[C@@H](C1)N2C(=O)OC(C)(C)C)SC tert-butyl (1R,5S)-3-[7-chloro-2-(methylsulfanyl)-5-oxopyrano[4,3-d]pyrimidin-4-yl]-3,8-diazabicyclo[3.2.1]octane-8-carboxylate